(1S,3aS,6aR)-2-((R)-2-acetamido-2-phenylacetyl)-N-((R,Z)-4-fluoro-4-(methylsulfonyl)-1-((S)-2-oxopyrrolidin-3-yl)but-3-en-2-yl)octahydrocyclopenta[c]pyrrole-1-carboxamide C(C)(=O)N[C@@H](C(=O)N1[C@@H]([C@H]2[C@@H](C1)CCC2)C(=O)N[C@H](C[C@H]2C(NCC2)=O)\C=C(/S(=O)(=O)C)\F)C2=CC=CC=C2